tert-Butyl 6-[4-[[3-(5-hydroxypyridin-3-yl)-5-(trifluoromethoxy)phenyl]methyl]piperazin-1-yl]pyridazine-3-carboxylate OC=1C=C(C=NC1)C=1C=C(C=C(C1)OC(F)(F)F)CN1CCN(CC1)C1=CC=C(N=N1)C(=O)OC(C)(C)C